3-O-(4-dimethylaminobutyryl)-1,2-O-dioleyl-glycerol CN(CCCC(=O)OCC(COCCCCCCCC\C=C/CCCCCCCC)OCCCCCCCC\C=C/CCCCCCCC)C